C[C@@H](C1=CC=CC=C1)[C@@H](C(=O)O)NC(=O)OC(C)(C)C (2S,3S)-Boc-β-methyl-phenylalanine